4-oxo-1,4-dihydroquinoline-3-carboxylate dihydrochloride Cl.Cl.O=C1C(=CNC2=CC=CC=C12)C(=O)O